ClC=1C=C(NC(CC(=O)OCC)=O)C=C(C1)Cl ethyl 3-(3,5-dichloroanilino)-3-oxo-propionate